CN(CC(=O)N1CCC(CC1)N1C(NC2=C1C=CC(=C2)C=2C=C(C=1N(C2)N=CN1)C)=O)C 1-(1-(dimethylglycyl)piperidin-4-yl)-5-(8-methyl-[1,2,4]triazolo[1,5-a]pyridin-6-yl)-1,3-dihydro-2H-benzo[d]imidazol-2-one